FC(C)(F)C=1C(=C(C=CC1)[C@@H](C)NC=1C2=C(N=C(N1)C)C=NC(=C2)N2CCN(CC2)C)F N-{(1R)-1-[3-(1,1-Difluoroethyl)-2-fluorophenyl]ethyl}-2-methyl-6-(4-methylpiperazin-1-yl)pyrido[3,4-d]pyrimidin-4-amine